O=CCOC=1C=CC=C(C1)C1=CC=C(C=C1)C#N 5'-(2-oxoethoxy)-[1,1'-biphenyl]-4-carbonitrile